C(C)(C)(C1CCC(CC1)O)C1CCC(CC1)O r-isopropylidene-bis(4-cyclohexanol)